O1C(=CC2=C1C=CC=C2)C2=CC=C(N)C=C2 4-(2-benzofuranyl)-aniline